C(#N)C=1C=C(C=CC1)C(C(=O)NC(C=1OC2=C(N1)C=C(C=C2)C(COC)N2C(NC(C2)C(F)(F)F)=O)C2CCC(CC2)(F)F)C 2-(3-cyanophenyl)-N-((4,4-difluorocyclohexyl)(5-(2-methoxy-1-(2-oxo-4-(trifluoromethyl)imidazolidin-1-yl)ethyl)benzo[d]oxazol-2-yl)methyl)propanamide